ethyl 5-(trifluoromethyl)-1,3-oxazole-4-carboxylate FC(C1=C(N=CO1)C(=O)OCC)(F)F